CC1(OC[C@H](O1)CNC(=O)C1=C(N(C2=NC=CC=C21)C)NC2=C(C=C(C=C2)I)F)C (R)-N-((2,2-dimethyl-1,3-dioxolan-4-yl)methyl)-2-((2-fluoro-4-iodophenyl)-amino)-1-methyl-1H-pyrrolo[2,3-b]pyridine-3-carboxamide